7-(1,3-diphenyl-1H-pyrazol-5-yl)-1,7-naphthyridin-8(7H)-one C1(=CC=CC=C1)N1N=C(C=C1N1C=CC=2C=CC=NC2C1=O)C1=CC=CC=C1